2-[1-(2-hydroxy-4-oxiranyl-6-oxo-cyclohex-1-enyl)-butylaminooxy]-pentan OC1=C(C(CC(C1)C1OC1)=O)C(CCC)NOC(C)CCC